1-(3-aminobicyclo[1.1.1]pentan-1-yl)-N-methyl-N-[3-(trifluoromethoxy)propyl]-1H-pyrazol-4-amine NC12CC(C1)(C2)N2N=CC(=C2)N(CCCOC(F)(F)F)C